1-(3-(3-(1H-imidazol-1-yl)quinoxaline-6-carbonyl)-2,4-difluorophenyl)-3-(3-chloro-4-fluorophenyl)urea N1(C=NC=C1)C=1C=NC2=CC=C(C=C2N1)C(=O)C=1C(=C(C=CC1F)NC(=O)NC1=CC(=C(C=C1)F)Cl)F